3,3-dimethylcyclopentane-1-amine CC1(CC(CC1)N)C